bis(2,4'-cyanophenyl) sulfone C(#N)C1=C(C=CC=C1)S(=O)(=O)C1=C(C=CC=C1)C#N